N-{2-[2-(3-fluoro-benzyloxy)-5-(7-methyl-9H-carbazol-3-ylmethoxy)benzylamino]ethyl}acetamide methyl-(2S)-2-[(tert-butoxycarbonyl)amino]-3-[(3S)-2-oxopyrrolidin-3-yl]propanoate COC([C@H](C[C@H]1C(NCC1)=O)NC(=O)OC(C)(C)C)=O.FC=1C=C(COC2=C(CNCCNC(C)=O)C=C(C=C2)OCC=2C=CC=3NC4=CC(=CC=C4C3C2)C)C=CC1